COC1=CC=C(C=C1)CN(C1=C(C=C(C(=N1)F)O)F)CC1=CC=C(C=C1)OC 6-[bis[(4-methoxyphenyl)methyl]amino]-2,5-difluoro-pyridin-3-ol